O1C(=CC=C1)C=1C=CC(=C(C1)NC1=NC=NC2=CC(=C(C=C12)OC1CC2CCC(C1)N2C(C=C)=O)OC)OC 1-(3-((4-((5-(furan-2-yl)-2-methoxyphenyl)amino)-7-methoxyquinazolin-6-yl)oxy)-8-azabicyclo[3.2.1]octane-8-yl)prop-2-en-1-one